CSC1=NC=C(C(=N1)OCCC)C(=O)O 2-(methylsulfanyl)-4-propoxypyrimidine-5-carboxylic acid